(2',4',6'-trimethyl-[1,1'-biphenyl]-4-yl)boronic acid CC1=C(C(=CC(=C1)C)C)C1=CC=C(C=C1)B(O)O